bicyclo[6.1.0]non-4-yn-9-ylmethyl (14-amino-3,6,9,12-tetraoxatetradecyl)carbamate NCCOCCOCCOCCOCCNC(OCC1C2CCC#CCCC12)=O